C1(CC1)C1=CC=C(C=C1)CN1CCC(CC1)(C(=O)O)CC(=O)N(C1=CC=CC=C1)C1CC(CCC1)(F)F 1-[(4-cyclopropylphenyl)methyl]-4-[2-(N-(3,3-difluorocyclohexyl)anilino)-2-oxo-ethyl]piperidine-4-carboxylic acid